(±)-tert-Butyl (1S,SR,6S)-2-oxobicyclo[3.1.0]hexane-6-carboxylate O=C1[C@@H]2[C@H]([C@H]2CC1)C(=O)OC(C)(C)C |r|